C(C)(=O)OCC1=C(C=CC(=N1)C(CC(=O)OCC)C1=C(C=2N(C=C1)C(=NN2)C(F)(F)F)C)C Ethyl 3-(6-(acetoxymethyl)-5-methylpyridin-2-yl)-3-(8-methyl-3-(trifluoromethyl)-[1,2,4]triazolo[4,3-a]pyridin-7-yl)propanoate